C(C1(CCCCC1)N=C=O)C1(CCCCC1)N=C=O methylenebis(cyclohexyl) isocyanate